OC1=C(C=C(C=C1)C(C)(C)C1=CC(=C(C=C1)O)N)N 2,2-bis(4-hydroxy-3-aminophenyl)propane